(R)-7-(3,5-dichlorophenoxy)-N-((1R,5s,8s)-3-(6-methylpyrimidin-4-yl)-3-azabicyclo[3.2.1]oct-8-yl)-6,7-dihydro-5H-pyrrolo[1,2-b][1,2,4]triazol-2-amine ClC=1C=C(O[C@@H]2CCN3N=C(N=C32)NC3[C@H]2CN(C[C@@H]3CC2)C2=NC=NC(=C2)C)C=C(C1)Cl